NCCNCCC[SiH](OC)OC (2-aminoethyl)aminopropyldimethoxysilane